CC(C)(C)OC(=O)N1CCN(CC1)CC#C 4-(prop-2-ynyl)piperazine-1-carboxylic acid 2-methylprop-2-yl ester